FC(C(=O)O)(F)F.CS(=O)(=O)C=1C=C(C=CC1)[C@@H](C)N |r| (±)-1-(3-(methylsulfonyl)phenyl)ethane-1-amine trifluoroacetate salt